(N-(4-(3-(4-fluorobenzyl)-4-oxo-3,4-dihydro-phthalazin-1-yl)benzyl)sulfamoyl)carbamic acid tert-butyl ester C(C)(C)(C)OC(NS(NCC1=CC=C(C=C1)C1=NN(C(C2=CC=CC=C12)=O)CC1=CC=C(C=C1)F)(=O)=O)=O